2-(aminomethyl)-1-benzyl-3-[2-oxo-2-(piperidin-1-yl)ethyl]-1H-1,3-Benzodiazol-3-ium hydrochloride bromide [Br-].Cl.NCC1=[N+](C2=C(N1CC1=CC=CC=C1)C=CC=C2)CC(N2CCCCC2)=O